B(F)(F)F.P(=O)(O)(O)O.C[Li] methyl-lithium phosphate boron trifluoride